[3-[2-[4-[[1-(2,6-dioxo-3-piperidyl)-3-methyl-2-oxo-benzimidazol-5-yl]methyl]piperazin-1-yl]ethoxy]cyclobutyl]carbamate O=C1NC(CCC1N1C(N(C2=C1C=CC(=C2)CN2CCN(CC2)CCOC2CC(C2)NC([O-])=O)C)=O)=O